C1=C(C=CC2=CC=C(C=C12)C(=O)F)C(=O)F naphthalene-2,7-dicarboxylic acid difluoride